FC1=C(C=CC(=C1)F)[C@@H](C)N (1R)-1-(2,4-difluoro-phenyl)ethan-1-amine